NC1=C(C=C(C=2C(C3=C(C=C(C(=C3C(C12)=O)N)C1=CC=C(C=C1)OCCCCC)[N+](=O)[O-])=O)[N+](=O)[O-])C1=CC=C(C=C1)OCCCCC 1,8-diamino-4,5-dinitro-2,7-bis(4'-(pentyloxy)phenyl)-9,10-anthracenedione